6-chloro-5'-(5-chloro-2-methylpyridin-3-yl)-2'-(2-cyclopropyl-4-methoxypyrimidin-5-yl)-3'-isopropyl-3'H-spiro[dihydroindole-3,4'-pyrrolo[3,4-d]imidazole]-2,6'(5'H)-dione ClC1=CC=C2C(=C1)NC(C21N(C(C=2N=C(N(C21)C(C)C)C=2C(=NC(=NC2)C2CC2)OC)=O)C=2C(=NC=C(C2)Cl)C)=O